tert-butyl (6S,7S)-6-((2-fluoro-[1,1'-biphenyl]-3-yl)methyl)-7-((fluoromethyl)sulfonamido)-5-azaspiro[2.4]heptane-5-carboxylate FC1=C(C=CC=C1C[C@@H]1N(CC2(CC2)[C@@H]1NS(=O)(=O)CF)C(=O)OC(C)(C)C)C1=CC=CC=C1